2-[3-fluoro-2-[[8-(methylamino)-5-(6-morpholino-[1,2,4]triazolo[1,5-a]pyridin-2-yl)-2,7-naphthyridin-3-yl]amino]-4-pyridyl]propan-2-ol FC=1C(=NC=CC1C(C)(C)O)NC=1N=CC2=C(N=CC(=C2C1)C1=NN2C(C=CC(=C2)N2CCOCC2)=N1)NC